CC1=C(C=CC=C1)C(CP(C1=CC=CC=C1)C1=CC=CC=C1)=NO 2-(2-methylphenyl)-2-hydroxyiminoethyldiphenylphosphine